CC(CC1=CC=CC=C1)(CC(C)C)NC(=O)C=1C=NC=2CCCCC2C1OC N-(2,4-dimethyl-1-phenylpentan-2-yl)-4-methoxy-5,6,7,8-tetrahydroquinoline-3-carboxamide